C(N(CP(=O)([O-])[O-])CP(=O)([O-])[O-])P(=O)(O)[O-].[Na+].[Na+].[Na+].[Na+].[Na+] Pentasodium Aminotrimethylene Phosphonate